C(N)(=O)C[C@H](CC(=O)O)CC(C)C R-(-)-3-carbamoylmethyl-5-methyl-hexanoic acid